C(C(C)C)(=O)[C@@]1(C[C@H](O)[C@@H](CO)O1)N1C=NC=2C(=O)NC(N)=NC12 isobutyryl-deoxyguanosine